OC=1C2=C(N=CN1)N(C=C2C2C(C2)C)C=2C=C(C(=O)O)C=CN2 2-(4-Hydroxy-5-(2-methylcyclopropyl)-7H-pyrrolo[2,3-d]pyrimidin-7-yl)isonicotinic acid